1-(cyclopropylsulfonyl)-4-(4-(4,4,5,5-tetramethyl-1,3,2-dioxaborolane-2-yl)-1H-pyrazole-1-yl)piperidine C1(CC1)S(=O)(=O)N1CCC(CC1)N1N=CC(=C1)B1OC(C(O1)(C)C)(C)C